C(C1=CC=CC=C1)N([C@@H](CC(=O)OCC)C1=CC=C(C=C1)C1=C(C=CC=C1C)C)[C@H](C)C1=CC=CC=C1 ethyl (S)-3-(benzyl((R)-1-phenylethyl)amino)-3-(2',6'-dimethylbiphenyl-4-yl)propanoate